OC(C(=O)C1=CC=C(C=C1)C(C)(C)C)(C)C 2-hydroxy-2-methyl-1-[4-(t-butyl)phenyl]-1-propanone